5-chloro-1H,3H-pyrrolo[3,2-b]pyridin-2-one ClC1=CC=C2C(=N1)CC(N2)=O